C(C)OC(=O)N(C(C(=O)OCC)CC1=CC=C(C=C1)F)CC(C)C ethyl 2-((ethoxycarbonyl)(isobutyl)amino)-3-(4-fluorophenyl)propanoate